(Z)-S-(2-(N-((4-amino-2-methylpyrimidin-5-yl)methyl)formamido)-5-hydroxypent-2-en-3-yl) 2-(2-chlorophenoxy)-4-methylbenzothioate ClC1=C(OC2=C(C(S\C(=C(\C)/N(C=O)CC=3C(=NC(=NC3)C)N)\CCO)=O)C=CC(=C2)C)C=CC=C1